BrC=1C=C(N(C1)S(=O)(=O)C1=CC=C(C)C=C1)C(=O)OC methyl 4-bromo-1-p-toluenesulfonyl-1H-pyrrole-2-carboxylate